COC=1C=C(C=C(C1OC)OC)C1=NC=CC2=C1N=CN2 4-(3,4,5-trimethoxyphenyl)-imidazo[4,5-c]Pyridine